FC(C(CCNC(O[C@H]1[C@H](NC[C@@H]1O)CC1=CC=C(C=C1)C1=CN=CO1)=O)O)(F)F (2R,3S,4S)-4-hydroxy-2-{[4-(1,3-oxazol-5-yl)phenyl]methyl}pyrrolidin-3-yl N-(4,4,4-trifluoro-3-hydroxybutyl)carbamate